1-[2-(2,4-dimethylbenzenesulfonyl)phenyl]piperazine CC1=C(C=CC(=C1)C)S(=O)(=O)C1=C(C=CC=C1)N1CCNCC1